7-(5-Hydroxybicyclo[3.1.1]heptan-1-yl)-3-[2-hydroxy-6-methyl-4-(trifluoromethyl)phenyl]-7H-pyrrolo[2,3-c]pyridazine-5-carbonitrile OC12CCCC(C1)(C2)N2C=C(C1=C2N=NC(=C1)C1=C(C=C(C=C1C)C(F)(F)F)O)C#N